2-cyclohexyl-1,2-dimethoxypropane C1(CCCCC1)C(COC)(C)OC